CC=1N(N=C2C3=C(C(C(C12)=O)=O)C=CC=C3)S(=O)(=O)C3=CC=CC=C3 3-methyl-2-(benzenesulfonyl)-2H-benzo[g]indazole-4,5-dione